tert-butyl (4S)-4-methyl-1,2,3-oxathiazolidine-3-carboxylate C[C@@H]1N(SOC1)C(=O)OC(C)(C)C